C(C)(=O)OC1=C(C(=C(C(=O)O)C(=C1)OC(C)=O)C)C 4,6-diacetoxy-2,3-dimethyl-benzoic acid